CC(C)N1C=CC(C2=CC=CC=C12)=O 1-(prop-2-yl)-1,4-dihydroquinolin-4-one